1-(2,6-dichlorophenyl)-4-((6-((1-methylpiperidin-4-yl)oxy)pyridin-3-yl)amino)-1H-pyrazole-3-carboxamide ClC1=C(C(=CC=C1)Cl)N1N=C(C(=C1)NC=1C=NC(=CC1)OC1CCN(CC1)C)C(=O)N